4-((4-(4,4-dimethylcyclohexyl)phenyl)amino)cyclohexane-1-carboxylic acid CC1(CCC(CC1)C1=CC=C(C=C1)NC1CCC(CC1)C(=O)O)C